OC=1C=C2C=CC(=C(C2=CC1)C=O)OC 6-hydroxy-2-methoxy-1-naphthaldehyde